(3-bromophenyl)-8-chloro-N-(cyclopropylmethyl)-[1,2,4]triazolo[4,3-a]quinazolin-5-amine BrC=1C=C(C=CC1)C1=NN=C2N1C1=CC(=CC=C1C(=N2)NCC2CC2)Cl